F[B-](F)(F)F.C[N+](=C(ON1C(=O)C2C3C=CC(C2C1=O)C3)N(C)C)C N,N,N',N'-Tetramethyl-O-(bicyclo[2.2.1]hept-5-en-2,3-dicarboximido)uronium tetrafluoroborate